glycerol tris-(4-phenylbutyrate) C1(=CC=CC=C1)CCCC(=O)OCC(OC(CCCC1=CC=CC=C1)=O)COC(CCCC1=CC=CC=C1)=O